CN1C(N(C2=CC=3CNCC3C=C21)C2C(NC(CC2)=O)=O)=O 3-(3-methyl-2-oxo-3,5,6,7-tetrahydroimidazo[4,5-f]isoindol-1(2H)-yl)piperidine-2,6-dione